Cl.FC(OCCCN)(F)F 3-(trifluoromethoxy)propan-1-amine hydrochloride